N1=C(C=CC=C1)C=1C=NC(=CC1)CNC1CCCC=2C=CC=NC12 N-([2,3'-bipyridin]-6'-ylmethyl)-5,6,7,8-tetrahydroquinolin-8-amine